CN1CC=2N(C=3C=CC=C(C13)N)N=CN2 5-methyl-4,5-dihydro-[1,2,4]triazolo[1,5-a]quinoxalin-6-amine